Ethyl (6R)-2-((2R)-1-((1-(5-chloropyrazin-2-yl)ethyl)amino)propan-2-yl)-5-(3,4-dichlorobenzoyl)-6-methyl-4,5,6,7-tetrahydro-2H-pyrazolo[4,3-c]pyridine-3-carboxylate ClC=1N=CC(=NC1)C(C)NC[C@@H](C)N1N=C2C(CN([C@@H](C2)C)C(C2=CC(=C(C=C2)Cl)Cl)=O)=C1C(=O)OCC